(4-(7-aminoheptyl)-3-methyl-2-oxo-2,3-dihydro-1H-benzo[d]imidazol-1-yl)piperidine-2,6-dione hydrochloride Cl.NCCCCCCCC1=CC=CC=2N(C(N(C21)C)=O)N2C(CCCC2=O)=O